((1-ethyl-1H-1,2,3-triazol-4-yl)methoxy)-2,2-dimethyl-3-(4-methyl-3-(((S)-4-methyl-1,1-dioxido-4,5-dihydrobenzo[f][1,2]thiazepin-2(3H)-yl)methyl)phenyl)propanoic acid C(C)N1N=NC(=C1)COC(C(C(=O)O)(C)C)C1=CC(=C(C=C1)C)CN1S(C2=C(C[C@@H](C1)C)C=CC=C2)(=O)=O